2-amino-3,5-dichlorobenzonitrile NC1=C(C#N)C=C(C=C1Cl)Cl